5-Fluoro-6-(2-methoxyethoxy)-3-[3-(4-{3-oxa-6-azabicyclo[3.1.1]heptan-6-carbonyl}phenyl)-1,2-oxazol-5-yl]-1H-indazol FC=1C=C2C(=NNC2=CC1OCCOC)C1=CC(=NO1)C1=CC=C(C=C1)C(=O)N1C2COCC1C2